3-cyclopropyl-1-(3,4-dichlorophenyl)propan-1-one C1(CC1)CCC(=O)C1=CC(=C(C=C1)Cl)Cl